1,5-anhydro-2,3-dideoxy-3-(((4-fluoro-7-((6-(1-methyl-1H-pyrazol-4-yl)pyridin-3-yl)methyl)-2,3-dihydro-1-benzofuran-5-yl)carbonyl)amino)-L-threo-pentitol FC1=C(C=C(C2=C1CCO2)CC=2C=NC(=CC2)C=2C=NN(C2)C)C(=O)N[C@H]2CCOC[C@@H]2O